OC=1C(=C(OC1)C1=CC=CC=C1)O Bis-hydroxyphenyl-furan